3-bromo-4-(2-ethoxypropyl)thiophene BrC1=CSC=C1CC(C)OCC